1-(3-((2-((1-(1-ethylpiperidin-4-yl)-1H-pyrazol-4-yl)amino)-5-(trifluoromethyl)pyridin-4-yl)amino)propyl)piperidin-2-one C(C)N1CCC(CC1)N1N=CC(=C1)NC1=NC=C(C(=C1)NCCCN1C(CCCC1)=O)C(F)(F)F